5-(4-fluorobenzylidene)-1-methyl-3-(3-morpholinopropyl)-2-selenoxoimidazolidin-4-one FC1=CC=C(C=C2C(N(C(N2C)=[Se])CCCN2CCOCC2)=O)C=C1